3-(3-pyridinyl)acrylic acid N1=CC(=CC=C1)C=CC(=O)O